C=1N=CN2C1C=C(C=C2)CO imidazo[1,5-a]Pyridin-7-ylmethanol